dl-1-Phenylethylamine CC(C1=CC=CC=C1)N